(hexahydropyrrolo[3,4-c]pyrrol-2(1H)-yl)(5-methyl-2-(2H-1,2,3-triazol-2-yl)phenyl)methanone C1N(CC2C1CNC2)C(=O)C2=C(C=CC(=C2)C)N2N=CC=N2